N1C=CC2=NC=C(C=C21)S(=O)(=O)N2CCC1(C[C@H](CO1)NC[C@@H](COC=1C=C(C=CC1)S(=O)(=O)NC)O)CC2 3-((S)-3-((R)-8-(1H-pyrrolo[3,2-b]pyridin-6-ylsulfonyl)-1-oxa-8-azaspiro[4.5]dec-3-ylamino)-2-hydroxypropoxy)-N-methylbenzenesulfonamide